3-amino-N-(2-chlorophenylmethyl)-6-(2,6-dimethylpyridin-4-yl)-5-(4-fluorophenyl)pyrazine-2-carboxamide (Z)-2-(Azidomethyl)-2-((dimethylamino)methyl)propane-1,3-diyl-dioleate N(=[N+]=[N-])CC(CCCCCCCCC\C=C/CCCCCCCC(=O)O)(CCCCCCCCC\C=C/CCCCCCCC(=O)O)CN(C)C.NC=1C(=NC(=C(N1)C1=CC=C(C=C1)F)C1=CC(=NC(=C1)C)C)C(=O)NCC1=C(C=CC=C1)Cl